OCCNCC=1C=C2C(N(C(C2=CC1)=O)C=1C(=C(C=CC1)C1=CC=CC=C1)C#N)=O 5-(((2-Hydroxyethyl)amino)methyl)-2-(2-cyano-[1,1'-biphenyl]-3-yl)isoindole-1,3-dione